(1S,4s)-4-(8-(2,6-dichlorophenylamino)-2-((1R,3R,4R)-3-hydroxy-4-methylcyclohexylamino)-9H-purin-9-yl)cyclohexanecarboxamide ClC1=C(C(=CC=C1)Cl)NC=1N(C2=NC(=NC=C2N1)N[C@H]1C[C@H]([C@@H](CC1)C)O)C1CCC(CC1)C(=O)N